(E)-4-((3-(2-(bis(methyl-d3)amino)ethyl)-1H-indol-4-yl)oxy)-4-oxobut-2-enoic acid C([2H])([2H])([2H])N(CCC1=CNC2=CC=CC(=C12)OC(/C=C/C(=O)O)=O)C([2H])([2H])[2H]